NC1=NC=CC(=C1Cl)OC1=NC=C(C=N1)NC(=O)C1=NN(C=C(C1=O)C1=CC=C(C=C1)F)C(C)C N-(2-((2-amino-3-chloropyridin-4-yl)oxy)pyrimidin-5-yl)-5-(4-fluorophenyl)-1-isopropyl-4-oxo-1,4-dihydropyridazine-3-carboxamide